FC(C1=NC(=NO1)C1=CC=C(CNC(=O)C2CC2)C=C1)(F)F N-{4-[5-(trifluoromethyl)-1,2,4-oxadiazol-3-yl]benzyl}-cyclopropane-carboxamide